3-(5-fluoropyrimidin-2-yl)-9-nitro-2,3,4,4a,6,7-hexahydrobenzo[f]pyrazino[1,2-a][1,4]diazepin FC=1C=NC(=NC1)N1CC2N(C3=C(CNC2)C=C(C=C3)[N+](=O)[O-])CC1